C(C1=CC=CC=C1)[C@@]1(NC2=C(OC1)N=CC(=C2)Br)C(=O)OC(C)(C)C tert-butyl (S)-2-benzyl-7-bromo-2,3-dihydro-1H-pyrido[2,3-b][1,4]oxazinecarboxylate